N1(CCC1)C(CCl)=O 1-(azetidin-1-yl)-2-chloro-ethanone